C(CCCCCCCCCCCCCCCC(C)C)O isononadecanol